3-(4-(4-((6-((4-(4-chlorophenyl)-3,9-dimethyl-6H-thieno[3,2-f][1,2,4]triazolo[4,3-a][1,4]diazepin-2-yl)ethynyl)pyridin-3-yl)oxy)butyl)-1-oxoisoindolin-2-yl)piperidine-2,6-dione ClC1=CC=C(C=C1)C1=NCC=2N(C3=C1C(=C(S3)C#CC3=CC=C(C=N3)OCCCCC3=C1CN(C(C1=CC=C3)=O)C3C(NC(CC3)=O)=O)C)C(=NN2)C